C(C=C)OC1=C(C(=O)NC2=CC=C(C(=O)OC(C)(C)C)C=C2)C=CC(=C1OC(C)C)N tert-butyl 4-(2-(allyloxy)-4-amino-3-isopropyloxybenzamido)benzoate